(2S,3R)-3-((2-aminopyridin-4-yl)methyl)-N2-(1-methyl-1H-imidazol-2-yl)-N1-((R)-1-(oxan-2-yl)propyl)-N2-methyl-4-oxoazetidine-1,2-dicarboxamide NC1=NC=CC(=C1)C[C@@H]1[C@H](N(C1=O)C(=O)N[C@H](CC)C1OCCCC1)C(=O)N(C)C=1N(C=CN1)C